C(=C)OC(C1=CC=C(C=C1)C(C)(C)C)=O.C1(=CC=CC=C1)S(=O)C1=CC=NC=C1 4-(phenylsulfinyl)pyridine vinyl-p-tertbutylbenzoate